tert-butyl 6-(1-iodoethyl)-2-azaspiro[3.3]heptane-2-carboxylate IC(C)C1CC2(CN(C2)C(=O)OC(C)(C)C)C1